(14S)-8-[3-fluoro-5-(2-methylpropoxy)phenyl]-12,12-dimethyl-2λ6-thia-3,9,11,18,23-pentaazatetracyclo[17.3.1.111,14.05,10]tetracosa-1(22),5,7,9,19(23),20-hexaene-2,2,4-trione FC=1C=C(C=C(C1)OCC(C)C)C1=CC=C2C(NS(C3=CC=CC(NCCC[C@H]4CC(N(C2=N1)C4)(C)C)=N3)(=O)=O)=O